ClC=1C=C(C=CC1)C(C)O 1-(3-chlorophenyl)ethane-1-ol